4,6-dimethyl-3-hydroxypyridine CC1=C(C=NC(=C1)C)O